FC(C1=NC(=NO1)C1=CC=C(S1)CN1N=CN=C1C(=O)OC)(F)F methyl 2-[[5-[5-(trifluoromethyl)-1,2,4-oxadiazol-3-yl]-2-thienyl]methyl]-1,2,4-triazole-3-carboxylate